C1(CC1)CC1=CC(=C(C=C1)C(C(=O)OCC)N1C[C@@H](CC1)OCCCCCC1=NC=2NCCCC2C=C1)OC ethyl 2-(4-(cyclopropylmethyl)-2-methoxyphenyl)-2-((R)-3-((5-(5,6,7,8-tetrahydro-1,8-naphthyridin-2-yl)pentyl)oxy)pyrrolidin-1-yl)acetate